S(=O)(=O)(O)C(CO)O.[K] potassium 2-sulfo-1,2-ethylene glycol